NC1=C(C(N(C2=CC(=CC=C12)Cl)C)=O)C 4-amino-7-chloro-1,3-dimethylquinolin-2(1H)-one